(R)-1-(pyridin-3-yl)ethanamine hydrochloride Cl.N1=CC(=CC=C1)[C@@H](C)N